2-methyl-N-(phenylsulfonyl)propionamide CC(C(=O)NS(=O)(=O)C1=CC=CC=C1)C